C(C1=CC=CC=C1)OC([C@@H](CNC(C1=CC(=CC(=C1)F)C1=C(C=NO1)CC)=O)NC(=O)OCC1=CC=CC=C1)=O.COC(CNC(C=C)=O)OC N-(2,2-Dimethoxyethyl)acrylamide (R)-benzyl-2-(((benzyloxy)carbonyl)amino)-3-(3-(4-ethylisoxazol-5-yl)-5-fluorobenzamido)propanoate